perimidino[1',2':1,5]pyrrolo[3,4-m]phthaloperine-9,19-dione C1=CC=C2C=CC=C3N=C4C5=CC6=C(C=C5C(N4C1=C23)=O)C=2N(C6=O)C=6C=CC=C3C=CC=C(N2)C63